BrC1=CC2=C(N=C(S2)NC(=O)C=2SC(=CC2)[N+](=O)[O-])C=C1 N-(6-Bromobenzo[d]thiazol-2-yl)-5-nitrothiophene-2-carboxamide